Methyl 4-(3,4-difluoro-2-methylphenyl)-6-methyl-2-(thiazol-2-yl)-1,4-dihydropyrimidine-5-carboxylate FC=1C(=C(C=CC1F)C1N=C(NC(=C1C(=O)OC)C)C=1SC=CN1)C